(6-((S)-1,2-dihydroxyethyl)pyridin-3-yl)-4,5-dimethyl-5-(trifluoromethyl)pyrrolidine-2-carboxamide O[C@H](CO)C1=CC=C(C=N1)N1C(CC(C1(C(F)(F)F)C)C)C(=O)N